C(C)(C)(C)OC(NC1(CCNCC1)C)=O 4-Methyl-piperidin-4-ylcarbamic acid tert-butyl ester